C(C=C)C=1C=C(C=CC1N1COC2=C(C1)C=CC=C2)CC2=CC(=C(C=C2)N2COC1=C(C2)C=CC=C1)CC=C bis[3-allyl-4-(3,4-dihydro-2H-1,3-benzoxazine-3-yl)phenyl]methane